CN1CCOC2=C1C=C(C=C2)CN (4-methyl-3,4-dihydro-2H-1,4-benzoxazin-6-yl)methanamine